C(C=C)OC(=O)OC1=C(C=CC=C1)C1=CC(=C(N=N1)N)N1CC2CCC(C1)N2C2=CC(=NC=C2)OCCN2[C@@H](CN(CC2)C(=O)OC(C)(C)C)C tert-butyl (3R)-4-(2-((4-(3-(6-(2-(((allyloxy)carbonyl)oxy)phenyl)-3-aminopyridazin-4-yl)-3,8-diazabicyclo[3.2.1]octan-8-yl)pyridin-2-yl)oxy)ethyl)-3-methylpiperazine-1-carboxylate